7-(((cyclopentylmethyl)amino)methyl)-3,3-dimethyl-2,3-dihydrofuro[3,2-b]pyridine-5-carboxamide C1(CCCC1)CNCC1=C2C(=NC(=C1)C(=O)N)C(CO2)(C)C